COC=1C=C2C=C(N=C(C2=CC1)N1CCC(CC1)C(F)(F)F)C#N 6-methoxy-1-(4-(trifluoromethyl)piperidin-1-yl)isoquinoline-3-carbonitrile